CC1CC(CC(C1)(C)C)OC(=O)C(C2=CC=CC=C2)O The molecule is the ester obtained by formal condensation of mandelic acid and 3,3,5-tricyclohexanol. It is a direct-acting smooth muscle relaxant used to dilate blood vessels. It has a role as a vasodilator agent. It is a carboxylic ester and a secondary alcohol. It derives from a mandelic acid and a 3,3,5-trimethylcyclohexanol.